C(#N)C[C@@H](C1=CC=C(C=C1)S(=O)(=O)CC)NC(C1=CC=C(C=C1)N1[C@@H](C[C@@H](C1)OC1=CC2=C(OC(O2)(F)F)C=C1)COC(F)F)=O N-((S)-2-cyano-1-(4-(ethylsulfonyl)phenyl)ethyl)-4-((2S,4S)-4-((2,2-difluorobenzo[d][1,3]dioxol-5-yl)oxy)-2-((difluoromethoxy)methyl)pyrrolidin-1-yl)-benzamide